N=1C=2N(C=CC1N1CCC(CC1)CN1C3CN(CC1C3)C=3C=C1C(N(C(C1=CC3)=O)N3C(NC(CC3)=O)=O)=O)C3=C(N2)C=CC=C3 5-(6-((1-(Benzo[4,5]imidazo[1,2-a]pyrimidin-2-yl)piperidin-4-yl)methyl)-3,6-diazabicyclo[3.1.1]heptan-3-yl)-2-(2,4-dioxotetrahydropyrimidin-1(2H)-yl)isoindoline-1,3-dione